2-{3-[(3ar,4s,6as)-4-(dimethylamino)hexahydrocyclopenta[c]pyrrol-2(1H)-yl]-1,2,4-triazin-6-yl}-5-(1H-pyrazol-4-yl)phenol dihydrochloride Cl.Cl.CN([C@H]1CC[C@@H]2CN(C[C@@H]21)C=2N=NC(=CN2)C2=C(C=C(C=C2)C=2C=NNC2)O)C